alpha-methyl-3,4,5-trimethylstyrene CC(=C)C1=CC(=C(C(=C1)C)C)C